exo-tert-butyl 2-(2-chloro-6-(4,4,5,5-tetramethyl-1,3,2-dioxaborolan-2-yl)pyridin-4-yl)-3-oxa-9-azabicyclo[3.3.1]nonane-9-carboxylate ClC1=NC(=CC(=C1)C1C2CCCC(CO1)N2C(=O)OC(C)(C)C)B2OC(C(O2)(C)C)(C)C